3-(3,6-diazabicyclo[3.2.1]octan-6-yl)-6-(1-methyl-1H-pyrazol-4-yl)pyrazolo[1,5-a]pyridine hydrochloride salt Cl.C12CNCC(N(C1)C=1C=NN3C1C=CC(=C3)C=3C=NN(C3)C)C2